4-(1H-benzo[d]imidazol-2-yl)-1,4,6,7-tetrahydro-5H-imidazo[4,5-c]pyridin N1C(=NC2=C1C=CC=C2)C2NCCC1=C2N=CN1